2-[2-[2-[2-(1-chloroethoxycarbonyloxy)ethoxy]ethoxy]ethoxy]ethyl (2R)-2-acetamido-3-tritylsulfanyl-propanoate C(C)(=O)N[C@H](C(=O)OCCOCCOCCOCCOC(=O)OC(C)Cl)CSC(C1=CC=CC=C1)(C1=CC=CC=C1)C1=CC=CC=C1